tert-Butyl [3-formyl-2-(tetrahydro-2H-pyran-4-yl)pyridin-4-yl]carbamate Manganese [Mn].C(=O)C=1C(=NC=CC1NC(OC(C)(C)C)=O)C1CCOCC1